FC1=C(C=CC(=C1)F)C1=NN=C(S1)C(=O)NCC(C)(C1=NC(=CC=C1)C(F)(F)F)C=1C=NN(C1)C 5-(2,4-difluorophenyl)-N-[2-(1-methylpyrazol-4-yl)-2-[6-(trifluoromethyl)-2-pyridyl]propyl]-1,3,4-thiadiazole-2-carboxamide